2-(2,6-dioxopiperidin-3-yl)-5-((6-oxo-6-(4-(4-(pyrazin-2-yl)-1H-pyrazol-1-yl)piperidin-1-yl)hexyl)amino)isoindoline-1,3-dione O=C1NC(CCC1N1C(C2=CC=C(C=C2C1=O)NCCCCCC(N1CCC(CC1)N1N=CC(=C1)C1=NC=CN=C1)=O)=O)=O